(R)-N'-((2-(1-fluorocyclopropyl)-3-methyl-6,7-dihydro-5H-cyclopenta[b]pyridin-4-yl)carbamoyl)-2-(2-hydroxypropan-2-yl)thiazole-5-sulfonimidamide FC1(CC1)C1=C(C(=C2C(=N1)CCC2)NC(=O)N=[S@](=O)(N)C2=CN=C(S2)C(C)(C)O)C